3-propyl-2-thioxo-2,3-dihydrobenzofuro[3,2-d]pyrimidin-4(1H)-one C(CC)N1C(NC2=C(C1=O)OC1=C2C=CC=C1)=S